C1=C(C=CC2=CC=CC=C12)CSC1=CC=C(CN2C=NC(=C2)C(=O)OCCCC)C=C1 butyl 1-(4-((naphthalen-2-ylmethyl) thio) benzyl)-1H-imidazole-4-carboxylate